O1C(=CC=C1)C1=C(C=CC=C1)N1CCNCC1 4-(2-(furan-2-yl)phenyl)piperazine